[N+](=O)([O-])[O-].[Fe+2].[Co+2].[N+](=O)([O-])[O-].[N+](=O)([O-])[O-].[N+](=O)([O-])[O-] cobalt-iron nitrate